2-benzyl-2-azaspiro[3.3]heptan-6-yl 7-(6-fluoro-1,3-benzothiazol-2-yl)-3-oxa-7,9-diazabicyclo[3.3.1]nonane-9-carboxylate FC1=CC2=C(N=C(S2)N2CC3COCC(C2)N3C(=O)OC3CC2(CN(C2)CC2=CC=CC=C2)C3)C=C1